NC1=NC=2C=CC(=CC2C2=C1CCC2)C(=O)N([C@H](C)C2=NC=CC=N2)CC=2N=NC(=CC2)OC (R)-4-amino-N-((6-methoxypyridazin-3-yl)methyl)-N-(1-(pyrimidin-2-yl)ethyl)-2,3-dihydro-1H-cyclopenta[c]quinoline-8-carboxamide